3-(5-cyclopropoxy-pyridin-2-yl)-N-(5-isopropyl-4-(trifluoromethyl)pyridin-2-yl)-1,2,4-thiadiazol-5-amine C1(CC1)OC=1C=CC(=NC1)C1=NSC(=N1)NC1=NC=C(C(=C1)C(F)(F)F)C(C)C